FC=1C=C(C=CC1)S(=O)(=O)NC1=CC=C(C=C1)C1=C2C(=NC=C1)NC=C2 4-(4-((3-fluorophenyl)sulfonamido)phenyl)-1H-pyrrolo[2,3-b]pyridin